BrC(C=1C=C(C(=O)O)C=C(C1)Cl)(F)F 3-[bromo(difluoro)methyl]-5-chlorobenzoic acid